ethyl 4-[(2S)-2-(hydroxymethyl)-indolin-1-yl]-2-(3-methyl-4-methylsulfonyl-anilino)pyrimidine-5-carboxylate OC[C@H]1N(C2=CC=CC=C2C1)C1=NC(=NC=C1C(=O)OCC)NC1=CC(=C(C=C1)S(=O)(=O)C)C